IOCC[N+](C)(C)C iodocholine